4-hydroxy-3-(2-benzothiazolyl)-toluene OC1=C(C=C(C)C=C1)C=1SC2=C(N1)C=CC=C2